C(C)(=O)NC1=NN(C2=CC=CC(=C12)C=1C=C2C=CC=C(C2=CC1)C(=O)NC1=CC(=C(C=C1)C)F)C(C)=O 6-(3-acetamido-1-acetyl-1H-indazol-4-yl)-N-(3-fluoro-4-methylphenyl)-1-naphthamide